(S)-2-(7-bromo-1-oxoisoquinolin-2-yl)-N-((S)-1-cyano-2-((S)-2-oxopyrrolidin-3-yl)ethyl)-4-methylpentanamide BrC1=CC=C2C=CN(C(C2=C1)=O)[C@H](C(=O)N[C@@H](C[C@H]1C(NCC1)=O)C#N)CC(C)C